CON(C(CCCCCCCNC(OC(C)(C)C)=O)=O)C tert-butyl (8-(methoxy(methyl)amino)-8-oxooctyl)carbamate